C(CCC)NC1=C(C(=CC=C1)C1=CC=CC=C1)C(=O)NC=1SC(=CN1)C#N (butylamino)-N-(5-Cyanothiazol-2-yl)-[1,1'-biphenyl]-2-carboxamide